O1CCC(CC1)NCC(=O)[O-] N-(tetrahydro-2H-pyran-4-yl)glycinate